C(#CCCCC)C1=C(C(=O)O[C@H]2[C@@H](OC(C3=CC=CC=C3)=O)O[C@@H]([C@H]2OC(C2=CC=CC=C2)=O)COC(C2=CC=CC=C2)=O)C=CC=C1 2-O-(2-hexynylbenzoyl)-1,3,5-tri-O-benzoyl-alpha-D-ribose